(5S)-5-(5-(3,5-Dimethylisoxazol-4-yl)-1-(2-hydroxypropyl)-1H-benzo[d]imidazol-2-yl)pyrrolidin-2-one CC1=NOC(=C1C1=CC2=C(N(C(=N2)[C@@H]2CCC(N2)=O)CC(C)O)C=C1)C